The molecule is an alpha-amino-acid anion that is the conjugate base of 2-aminooctanoic acid, arising from deprotonation of the carboxy group. It is a conjugate base of a 2-aminooctanoic acid. CCCCCCC(C(=O)[O-])N